4-cyano-1-{2-[5-(propan-2-yloxy)-1H-indazol-3-yl]pyrimidin-4-yl}-1H-pyrrole C(#N)C=1C=CN(C1)C1=NC(=NC=C1)C1=NNC2=CC=C(C=C12)OC(C)C